C(C)(=O)[O-].[Cd+2].[Ba+2].C(C)(=O)[O-].C(C)(=O)[O-].C(C)(=O)[O-] barium-cadmium acetate